6-((2-methoxyethoxy)methyl)-9,9-dimethyl-2-(piperazin-1-ylmethyl)-9,10-dihydroacridine COCCOCC=1C=C2NC=3C=CC(=CC3C(C2=CC1)(C)C)CN1CCNCC1